C(CCCCCCC\C=C/C\C=C/CCCCC)(=O)OCC(COC(CCCCCCC\C=C/C\C=C/CCCCC)=O)(CO)CO pentaerythritol dilinoleate